ClC=1N=C(C2=C(N1)C(=C(N=C2)C2=CC(=CC1=CC=CC=C21)OCOC)F)N2CCC1(CCN(C1)C(=O)OC(C)(C)C)CC2 tert-butyl 8-[2-chloro-8-fluoro-7-[3-(methoxymethoxy)-1-naphthyl]pyrido[4,3-d]pyrimidin-4-yl]-2,8-diazaspiro[4.5]decane-2-carboxylate